NC(C(CCC(=O)OC(C)(C)C)N1C(C2=CC=C(C=C2C1)CCNC(C(C1=CC=C(C=C1)C1(CC1)C(F)(F)F)=O)=O)=O)=O tert-butyl 5-amino-5-oxo-4-(1-oxo-5-(2-(2-oxo-2-(4-(1-(trifluoromethyl)cyclopropyl)phenyl)acetamido)ethyl)isoindolin-2-yl)pentanoate